COC(=O)[C@H]1N[C@H](CC1)C1=NC=CC=C1Cl (2s,5r)-5-(3-chloropyridin-2-yl)pyrrolidine-2-carboxylic acid methyl ester